(S)-4-(3-fluorobenzyl)-N-(7-((4-hydroxy-4-methylpentyl)oxy)-5-methyl-4-oxo-2,3,4,5-tetrahydrobenzo[b][1,4]oxazepin-3-yl)-1H-pyrazole-1-carboxamide FC=1C=C(CC=2C=NN(C2)C(=O)N[C@@H]2C(N(C3=C(OC2)C=CC(=C3)OCCCC(C)(C)O)C)=O)C=CC1